5-(2,4-Dimethoxyphenyl)-N-(1-(methyl-sulfonyl)piperidin-4-yl)-7H-pyrrolo[2,3-d]pyrimidin-2-amine COC1=C(C=CC(=C1)OC)C1=CNC=2N=C(N=CC21)NC2CCN(CC2)S(=O)(=O)C